(1R,2S,6R,7S)-4-[6-[(4-methyl-2-pyridinyl)oxy]-1,3-benzothiazol-2-yl]-4-azatricyclo[5.2.1.02,6]dec-8-en-3,5-dione CC1=CC(=NC=C1)OC1=CC2=C(N=C(S2)N2C([C@H]3[C@H]4C=C[C@@H]([C@H]3C2=O)C4)=O)C=C1